4-[3-(2,6-dioxo-3-piperidyl)-7-fluoro-1-methyl-indazol-6-yl]piperazin O=C1NC(CCC1C1=NN(C2=C(C(=CC=C12)N1CCNCC1)F)C)=O